(S)-1-[(S)-1-(2,3-dihydrobenzo[1,4]dioxin-2-yl)methyl]-3-methyl-3-(2,2,2-trifluoroethoxymethyl)piperidine O1[C@H](COC2=C1C=CC=C2)CN2C[C@](CCC2)(COCC(F)(F)F)C